(3-bromo-5-chloro-2-fluorophenyl)butane-2-sulfonamide BrC=1C(=C(C=C(C1)Cl)CC(CC)S(=O)(=O)N)F